tert-butyl 4-(1-((5-(3,4-difluorophenoxy)pyridin-2-yl)amino)-1-oxopropan-2-yl)-2,2-dimethylpiperazine-1-carboxylate FC=1C=C(OC=2C=CC(=NC2)NC(C(C)N2CC(N(CC2)C(=O)OC(C)(C)C)(C)C)=O)C=CC1F